C(C)(C)OC(=O)NC1CCC(CC1)C=1SC(=CN1)C1=C(C(=O)[O-])C=CC=C1 2-((4-((isopropoxycarbonyl)amino)cyclohexyl) thiazol-5-yl)benzoate